OS(=O)(=O)C(F)(F)F.FC(F)(F)S(=O)(=O)O trifluoromethylsulfonate (triflate)